(R)-3-(2-((4-hydroxytetrahydro-2H-pyran-4-yl)methyl)-6-(3-methyl-1H-pyrrolo[2,3-b]pyridin-5-yl)-1,2,3,4-tetrahydroisoquinolin-8-yl)morpholine-4-carboxylic acid tert-butyl ester C(C)(C)(C)OC(=O)N1[C@@H](COCC1)C=1C=C(C=C2CCN(CC12)CC1(CCOCC1)O)C=1C=C2C(=NC1)NC=C2C